9,9'-((2,6-bis(dibenzo[b,d]thiophen-2-yl)-4-(2-(pyridin-3-yl)phenyl)pyridine-3,5-diyl)bis(4,1-phenylene))bis(3,6-dimethyl-9H-carbazole) C1=C(C=CC=2SC3=C(C21)C=CC=C3)C3=NC(=C(C(=C3C3=CC=C(C=C3)N3C2=CC=C(C=C2C=2C=C(C=CC32)C)C)C3=C(C=CC=C3)C=3C=NC=CC3)C3=CC=C(C=C3)N3C2=CC=C(C=C2C=2C=C(C=CC32)C)C)C3=CC2=C(SC1=C2C=CC=C1)C=C3